CC1C[C@@H](CO1)N1C(C2=CC=CC=C2C1=O)=O 2-[(3S)-5-methyltetrahydrofuran-3-yl]isoindoline-1,3-dione